3-(2-Chloro-5-(trifluoro-methoxy)phenyl)-4,6-dihydropyrrolo[3,4-c]pyrazole-5(1H)-carbonitrile ClC1=C(C=C(C=C1)OC(F)(F)F)C=1C2=C(NN1)CN(C2)C#N